1-Ethyl-7-[[(1S)-1-[4-[3-methyl-1-(4-prop-2-enylpiperazin-1-yl)butyl]phenyl]ethyl]amino]-4H-pyrimido[4,5-d][1,3]oxazin-2-one C(C)N1C(OCC2=C1N=C(N=C2)N[C@@H](C)C2=CC=C(C=C2)C(CC(C)C)N2CCN(CC2)CC=C)=O